acryloyloxyethyltetrahydrophthalate C(C=C)(=O)OCCOC(C1C(C(=O)[O-])CCC=C1)=O